4-((4-(2-(4-((1s,3s)-3-((2-(2,6-dioxopiperidin-3-yl)-1,3-dioxoisoindolin-5-yl)amino)cyclobutyloxy)phenyl)propan-2-yl)phenoxy)methyl)pyrimidin-2-carbonitrile O=C1NC(CC[C@@H]1N1C(C2=CC=C(C=C2C1=O)NC1CC(C1)OC1=CC=C(C=C1)C(C)(C)C1=CC=C(OCC2=NC(=NC=C2)C#N)C=C1)=O)=O